bis(dimethylamino)ethyl-(3-isopropenylphenyl)silane (9Z,12Z)-3-((4,4-bis(octyloxy)butanoyl)oxy)-2-(((3-(dimethylamino)propanoyl)oxy)methyl)propyloctadeca-9,12-dienoate C(CCCCCCC)OC(CCC(=O)OCC(COC(CCCCCCC\C=C/C\C=C/CCCCC)=O)COC(CCN(C)C)=O)OCCCCCCCC.CN(C)C(C[SiH2]C1=CC(=CC=C1)C(=C)C)N(C)C